C(=O)C1=CC(=C(OC2=CC=C(C=C2)S(=O)(=O)C2=CC=C(OC3=C(C=C(C=O)C=C3)OC)C=C2)C=C1)OC 4-{p-[p-(4-formyl-2-methoxyphenoxy)benzenesulfonyl]Phenoxy}-3-anisaldehyde